6-(2-methoxy-4-(trifluoromethyl)benzyl)-2-azaspiro[3.3]heptane 2,2,2-trifluoroacetate FC(C(=O)O)(F)F.COC1=C(CC2CC3(CNC3)C2)C=CC(=C1)C(F)(F)F